2-(6-(4-aminopiperidin-1-yl)-3-cyano-4-ethyl-5-methylpyridin-2-ylsulfanyl)-2-phenylacetamide NC1CCN(CC1)C1=C(C(=C(C(=N1)SC(C(=O)N)C1=CC=CC=C1)C#N)CC)C